COC(=O)[C@H]1NCC[C@@H]1OCC(=O)O (((2S,3S)-2-(methoxycarbonyl)pyrrolidin-3-yl)oxy)acetic acid